OC[C@@]1(COC2=C1C=C(C=C2C(NC)=O)C(=O)OC)C2=CC=CC=C2 |r| (+/-)-methyl 3-(hydroxymethyl)-7-(methylcarbamoyl)-3-phenyl-2,3-dihydrobenzofuran-5-carboxylate